N-(1-((4-chloro-1-methoxyisoquinolin-5-yl)sulfonyl)-6-cyanoindolin-4-yl)acetamide S-(3-(2,3,5,6-tetrafluoro-4-hydroxyphenyl)propyl)ethanethioate FC1=C(C(=C(C(=C1F)O)F)F)CCCS=C(C)O.ClC1=CN=C(C2=CC=CC(=C12)S(=O)(=O)N1CCC2=C(C=C(C=C12)C#N)NC(C)=O)OC